The molecule is a cinnamate ester obtained by formal condensation of the carboxy group of cis-caffeic acid with one of the hydroxy groups of meso-tartaric acid. It has a role as a metabolite. It is a cinnamate ester, a dicarboxylic acid, a tetraric acid derivative and a member of catechols. It derives from a meso-tartaric acid and a cis-caffeic acid. C1=CC(=C(C=C1/C=C\\C(=O)O[C@@H]([C@H](C(=O)O)O)C(=O)O)O)O